BrC=1C(=C(C=CC1)N1C(C(C2=CC=C(C=C12)N1C2CN(CC1CC2)C(=O)OC(C)(C)C)(C)C)=O)C#N tert-butyl 8-(1-(3-bromo-2-cyanophenyl)-3,3-dimethyl-2-oxoindolin-6-yl)-3,8-diazabicyclo[3.2.1]octane-3-carboxylate